2-((2-bromo-4-methyl-5-nitrobenzyl)oxy)tetrahydro-2H-pyran BrC1=C(COC2OCCCC2)C=C(C(=C1)C)[N+](=O)[O-]